CC1CN(C2=CC=CC=C2C1)C(=O)C=1C=CC=2N(C1)C(=CN2)C=2C=CC(=NC2)NC(OC)=O methyl N-[5-[6-(3-methyl-3,4-dihydro-2H-quinoline-1-carbonyl)imidazo[1,2-a]pyridin-3-yl]-2-pyridyl]carbamate